tert-butyl (3S)-2,2-dideuterio-3-[(4R)-2,2-dimethyl-4-(2-triisopropylsilylethynyl)-1,3-dioxolan-4-yl]-3-hydroxy-propanoate [2H]C(C(=O)OC(C)(C)C)([C@H](O)[C@@]1(OC(OC1)(C)C)C#C[Si](C(C)C)(C(C)C)C(C)C)[2H]